NCC(CO)O.[Na] sodium 3-amino-1,2-propanediol